cholesterol-gold salt [Au].CC(C)CCC[C@@H](C)[C@H]1CC[C@H]2[C@@H]3CC=C4C[C@@H](O)CC[C@]4(C)[C@H]3CC[C@]12C